BrC=1N=C(C(=NC1)N)OC=1C=NN(C1)C(C)C 5-bromo-3-(1-isopropyl-1H-pyrazol-4-yloxy)pyrazin-2-amine